[(2S)-2-[(tert-butoxycarbonyl)amino]propanamido]methyl acetate C(C)(=O)OCNC([C@H](C)NC(=O)OC(C)(C)C)=O